COC(=O)C=1C=NC2=C(N=CC=C2C1N(C)C)C1=CC(=CC(=C1)Cl)Cl 8-(3,5-dichlorophenyl)-4-(dimethylamino)-1,7-naphthyridine-3-carboxylic acid methyl ester